1,1'-(1,4-phenylenebis(propan-3,1-diyl))bis(1-methylpyrrolidin-1-ium) C1(=CC=C(C=C1)CCC[N+]1(CCCC1)C)CCC[N+]1(CCCC1)C